(4-(4-chloro-3-trifluoromethyl-phenoxy)-2,5-dimethylphenyl)-N-ethyl-N-methylformamidine ClC1=C(C=C(OC2=CC(=C(C=C2C)C(=N)N(C)CC)C)C=C1)C(F)(F)F